1-[[3-[4-[(2-tert-butylimidazol-1-yl)methyl]-3-fluoro-phenyl]-5-isobutyl-2-thienyl]sulfonyl]-3-(2-hydroxyethyl)urea C(C)(C)(C)C=1N(C=CN1)CC1=C(C=C(C=C1)C1=C(SC(=C1)CC(C)C)S(=O)(=O)NC(=O)NCCO)F